(2,4-dichlorobenzyl)-1H-indazole-3-carboxylic acid ClC1=C(CN2N=C(C3=CC=CC=C23)C(=O)O)C=CC(=C1)Cl